Br\C=C\CCCCCCC trans-1-bromo-1-nonene